2-undecyl-4-ethyl-4-hydroxymethyl-1,3-oxazoline C(CCCCCCCCCC)C=1OCC(N1)(CO)CC